COC=1C=C(C=CC1OC)C1=C2C=CC=C3C=C(C(C(C=C1)=C32)=O)OC 7-(3,4-Dimethoxyphenyl)-2-methoxy-1H-phenalen-1-one